(3-fluorophenyl)-3-(1-phenylethyl)thiourea FC=1C=C(C=CC1)NC(=S)NC(C)C1=CC=CC=C1